5-(difluoromethoxy)-2-fluorobenzaldehyde FC(OC=1C=CC(=C(C=O)C1)F)F